6-bromo-3,4-dichloro-2-fluorophenol BrC1=CC(=C(C(=C1O)F)Cl)Cl